tert-butyl 4,4-difluoro-2-(3-fluoropyridin-2-yl)pyrazoline-1-carboxylate FC1(CN(N(C1)C(=O)OC(C)(C)C)C1=NC=CC=C1F)F